(2-bromothiazol-5-yl)carbamic acid tert-butyl ester C(C)(C)(C)OC(NC1=CN=C(S1)Br)=O